N-(2-(trifluoromethyl)benzyl)thiazole-4-carboxamide FC(C1=C(CNC(=O)C=2N=CSC2)C=CC=C1)(F)F